selenium trifluoromethanesulfonic acid FC(S(=O)(=O)O)(F)F.[Se]